Br[Pd-2](Br)(Br)Br.[K+].[K+] potassium tetrabromopalladium (II)